2-(4-bromo-3-fluorophenyl)-N,N-dimethylcyclopropane-1-carboxamide BrC1=C(C=C(C=C1)C1C(C1)C(=O)N(C)C)F